N-((1-((3-((cyclohexylmethyl)sulfonamido)-4-methoxybenzo[d]isoxazol-6-yl)methyl)-1H-pyrazol-4-yl)methyl)propiolamide C1(CCCCC1)CS(=O)(=O)NC1=NOC2=C1C(=CC(=C2)CN2N=CC(=C2)CNC(C#C)=O)OC